1-Amino-9-(cyclopropylmethyl)-5-fluoro-9-hydroxy-4-methyl-1,2,3,9,12,15-hexahydro-10H,13H-benzo[de]pyrano[3',4':6,7]indolizino[1,2-b]quinoline-10,13-dione methanesulfonate CS(=O)(=O)O.NC1CCC=2C=3C1=C1C(=NC3C=C(C2C)F)C2=CC3=C(C(N2C1)=O)COC(C3(O)CC3CC3)=O